2-amino-5-((2-bromo-3-fluoro-6-hydroxybenzyl)(ethyl)amino)pyrazolo[1,5-a]pyrimidine NC1=NN2C(N=C(C=C2)N(CC)CC2=C(C(=CC=C2O)F)Br)=C1